(S)-3,4-difluoro-2-(2-fluoro-4-iodo-phenylamino)-benzoic acid 2-hydroxy-3-methyleneaminooxy-propyl ester O[C@@H](COC(C1=C(C(=C(C=C1)F)F)NC1=C(C=C(C=C1)I)F)=O)CON=C